4-fluoro-2,5-bis[(oxan-2-yloxy)methyl]phenylboronic acid FC1=CC(=C(C=C1COC1OCCCC1)B(O)O)COC1OCCCC1